C1OCC12CCN(CC2)C2=NC=CC(=N2)NC2=CC(=NO2)C2=C(C=C(C=C2)OC)F N-(2-(2-oxa-7-azaspiro[3.5]non-7-yl)pyrimidin-4-yl)-3-(2-fluoro-4-methoxyphenyl)isoxazol-5-amine